C1(CCCC1)C1=NC2=NC=NC(=C2N1)C(=O)NCC1=CC(=CC(=C1)F)NC1=CC=C(C=C1)N(C)C 8-Cyclopentyl-N-(3-((4-(dimethylamino)phenyl)amino)-5-fluorobenzyl)-7H-purine-6-carboxamide